CN(C(=O)C1CCS(CC1)(=O)=O)[C@H](C(F)(F)F)C1=CC=C(C=C1)NC=1C(=C2C(=NC1)SC(=N2)C)[C@H](C(F)(F)F)C N-methyl-1,1-dioxo-N-{(1S)-2,2,2-trifluoro-1-[4-({2-methyl-7-[(2R)-1,1,1-trifluoropropan-2-yl][1,3]thiazolo[5,4-b]pyridin-6-yl}amino)phenyl]ethyl}-1λ6-thiane-4-carboxamide